FC(C)(F)C=1C=C(C(=O)OC)C=C(C1[N+](=O)[O-])NC methyl 3-(1,1-difluoroethyl)-5-(methylamino)-4-nitrobenzoate